di(alpha-ethyl hexyl) phthalate C(C=1C(C(=O)OC(CCCCC)CC)=CC=CC1)(=O)OC(CCCCC)CC